[(3R,9aS)-3-(3-chloro-4-fluoro-phenyl)-3,4,6,7,9,9a-hexahydro-1H-pyrazino[2,1-c][1,4]oxazin-8-yl]-(2-fluoro-3-methoxy-phenyl)methanone ClC=1C=C(C=CC1F)[C@@H]1CN2[C@H](CO1)CN(CC2)C(=O)C2=C(C(=CC=C2)OC)F